N,N'-methylenebis(palmitamide) C(NC(CCCCCCCCCCCCCCC)=O)NC(CCCCCCCCCCCCCCC)=O